(N-methyl)dimethylglutarimide methyl-6-((3-(piperidin-3-yl)propyl)amino)picolinate COC(C1=NC(=CC=C1)NCCCC1CNCCC1)=O.CN1C(CC(CC1=O)(C)C)=O